C(C1=CC=CC=C1)N1C(CCC1CO)CO [1-benzyl-5-(hydroxymethyl)pyrrolidin-2-yl]methanol